2,2'-bis(4-sulfophenyl)benzidine S(=O)(=O)(O)C1=CC=C(C=C1)C1=C(C=CC(=C1)N)C1=C(C=C(N)C=C1)C1=CC=C(C=C1)S(=O)(=O)O